FC1=C(C=C(C(=C1)C)C=1C=C2C=NN(C2=C(C1)N1CCOCC1)C1CNCC1)C1=NNC=C1C(=O)N {2-fluoro-4-methyl-5-[7-(morpholin-4-yl)-1-(pyrrolidin-3-yl)indazol-5-yl]phenyl}pyrazole-4-carboxamide